4-(2-(7,8-Dimethyl-[1,2,4]triazolo[1,5-a]pyridin-6-yl)-3-isopropyl-1H-indol-5-yl)-N-(2-methoxyethyl)-N-methylcyclohexan-1-amin CC1=C(C=2N(C=C1C=1NC3=CC=C(C=C3C1C(C)C)C1CCC(CC1)N(C)CCOC)N=CN2)C